C1(CCCCC1)C1(NC(=NC=C1C=1C=NN(C1)C)NC=1C=C(C=CC1)C)N 4-cyclohexyl-5-(1-methyl-1H-pyrazol-4-yl)-N2-(m-tolyl)pyrimidine-2,4-diamine